NC1=CC=C(C(=N1)C)CNC(CN1C(=NC=C(C1=O)NCCC1=CC=CC=C1)C1=CC=CC=C1)=O N-((6-amino-2-methylpyridin-3-yl)methyl)-2-(6-oxo-5-(phenethylamino)-2-phenylpyrimidin-1(6H)-yl)acetamide